5-Chlorothiazolo[5,4-d]pyrimidin-2-amine ClC=1N=CC2=C(N1)SC(=N2)N